C(C)(=O)C1=NN(C2=CC=C(C=C12)C=1C=NC(=NC1)C)CC(=O)N1[C@@H]2C[C@@]2(C[C@H]1C(=O)NC1=NC(=CC=C1C1CC1)Br)C (1R,3S,5R)-2-(2-(3-acetyl-5-(2-methylpyrimidin-5-yl)-1H-indazol-1-yl)acetyl)-N-(6-bromo-3-cyclopropylpyridin-2-yl)-5-methyl-2-azabicyclo[3.1.0]hexane-3-carboxamide